FC(C1=CC=C(C=C1)CCCO)(F)F 3-(4-(trifluoromethyl)phenyl)propan-1-ol